(S)-2-(4-(3-ethoxy-2-(1H-imidazo[4,5-c]quinolin-1-yl)propyl)phenoxy)ethan-1-ol C(C)OC[C@H](CC1=CC=C(OCCO)C=C1)N1C=NC=2C=NC=3C=CC=CC3C21